O1C2=C(C=C1C(=O)N)CC1=CC=CC=C1C2 4,9-dihydronaphtho[2,3-b]furan-2-carboxamide